BrC1=C(C(=O)O[C@H]2[C@@H](CC[C@H](C2)C)C(C)C)C=CC=C1 (1R,2S,5R)-2-isopropyl-5-methylcyclohexyl 2-bromobenzoate